BrC1=CN(C2=CN=CC=C21)C(=O)OC(C)(C)C Tert-Butyl 3-bromo-1H-pyrrolo[2,3-c]pyridine-1-carboxylate